N,N'-bismethylphenylphenylenediamine CNC1=C(C=CC=C1)N(C)C1=CC=CC=C1